CC1=CN(C2=CC=C(C=C12)NC(C#C)=O)C1=NC(=NC=C1C)NC=1N(N=CC1)C N-[3-methyl-1-[5-methyl-2-[(2-methylpyrazol-3-yl)amino]pyrimidin-4-yl]indol-5-yl]prop-2-ynamide